(hexylresorcinol), hydrobromide Br.C(CCCCC)C1=C(O)C=CC=C1O